C(#N)C=1C(=NC(=C(C1CC)C#N)N1C[C@H](CC1)O)SC(C(=O)N)C1=C(C(=CC=C1)F)F 2-((3,5-dicyano-4-ethyl-6-((S)-3-hydroxypyrrolidin-1-yl)pyridin-2-yl)thio)-2-(2,3-difluorophenyl)acetamide